ClC1=C(C(=O)NC2CC(C2)NC(=O)[C@@H]2[C@@H](CNCC2)O)C=CC(=C1)NC(=O)C=1N(C(=CN1)C1=C(C(=C(C=C1)OC)F)F)C (3S,4S)-N-[3-[[2-Chloro-4-[[5-(2,3-difluoro-4-methoxyphenyl)-1-methylimidazol-2-carbonyl]amino]benzoyl]amino]cyclobutyl]-3-hydroxypiperidin-4-carboxamid